COC([C@@H](NN1N=CC(=C(C1=O)Cl)N1CC=2N(CC1)C(=CN2)C(C2=C(C=C(C=C2)F)C(F)(F)F)=O)C(C)C)=O (5-chloro-4-(3-(4-fluoro-2-(trifluoromethyl)benzoyl)-5,6-dihydroimidazo[1,2-a]pyrazin-7(8H)-yl)-6-oxopyridazin-1(6H)-yl)L-valine methyl ester